NC1=C(C=C(C=N1)C=1C=C2N(N1)CCC21CN(CC1)C(=O)NC1(CCC1)C1=CC=CC=C1)C(F)(F)F 2'-[6-amino-5-(trifluoromethyl)pyridin-3-yl]-N-(1-phenylcyclobutyl)-5',6'-dihydrospiro[pyrrolidine-3,4'-pyrrolo[1,2-b]pyrazole]-1-carboxamide